tert-Butyl (2S)-[(tert-butoxycarbonyl)amino]-3-(3-{[3-(3-fluorophenoxy)-3-(4-fluorophenyl)azetidin-1-yl]sulfonyl}phenyl)propanoate C(C)(C)(C)OC(=O)N[C@H](C(=O)OC(C)(C)C)CC1=CC(=CC=C1)S(=O)(=O)N1CC(C1)(C1=CC=C(C=C1)F)OC1=CC(=CC=C1)F